C(C1=CC=CC=C1)N1C2=CC(=C(C=C2C=2C(CCCC12)C(N)=O)OCCCP(O)(O)=O)CCCCCCCC 3-[(9-benzyl-4-carbamoyl-7-n-octyl-1,2,3,4-tetrahydrocarbazol-6-yl)oxy]Propyl-phosphonic acid